N-[(4-bromo-3-nitrophenyl)methyl]-N-(2-methanesulfonylpyridin-3-yl)-6-methylpyridine-3-carboxamide BrC1=C(C=C(C=C1)CN(C(=O)C=1C=NC(=CC1)C)C=1C(=NC=CC1)S(=O)(=O)C)[N+](=O)[O-]